2-(6-bromo-5-fluoropyridin-2-yl)-2-fluorobutanoic acid BrC1=C(C=CC(=N1)C(C(=O)O)(CC)F)F